CC1(C(CC=C1C)CCC(C(C)O)CC)C 5-(2,2,3-trimethyl-3-cyclopentenyl)-3-ethylpentan-2-ol